N1N=C(C=C1)NC1=CC=C(C(=N1)CC1(CCN(CC1)CC1=C(C(=CC=C1)C)F)C(=O)O)F 4-((6-((1H-pyrazol-3-yl)amino)-3-fluoropyridin-2-yl)methyl)-1-(2-fluoro-3-methylbenzyl)piperidine-4-carboxylic acid